[Al+3].[N+3].[O-2].[Al+3] aluminum oxide nitrogen aluminum